CC=1C(NC(=NN1)N[C@@H]1C[C@H](CC1)NC1=CC=C(C=N1)N1C(C=CC=C1)=O)=O 6'-(((1S,3S)-3-((6-Methyl-5-oxo-4,5-dihydro-1,2,4-triazin-3-yl)amino)cyclopentyl)amino)-2H-[1,3'-bipyridin]-2-one